1,8-dihydroxynaphthalene-3,8-disulfonic acid OC1=CC(=CC=2C=CCC(C12)(S(=O)(=O)O)O)S(=O)(=O)O